OC1(C(C=C(C=2C(C3=CC=CC=C3C(C12)=O)=O)O)O)CO 1,2,4-trihydroxyanthraquinonemethanol